FC(C=1C(=C(C=CC1)[C@@H](C)NC1=C(C(=NC(=N1)OC)C(C(=O)NC1=NC=NC=C1)C)C1OCCO1)F)F 2-(6-(((R)-1-(3-(difluoromethyl)-2-fluorophenyl)ethyl)amino)-5-(1,3-dioxolane-2-yl)-2-methoxypyrimidin-4-yl)-N-(pyrimidin-4-yl)propanamide